N[C@H](C(=O)O)CC1=CC=CC=2B(NCC21)O (S)-2-amino-3-(1-hydroxy-2,3-dihydro-1H-benzo[c][1,2]azaborol-4-yl)propanoic acid